(2-amino-6-bromo-3-((tetrahydro-2H-pyran-4-yl)amino)phenyl)methanol NC1=C(C(=CC=C1NC1CCOCC1)Br)CO